C1(=CC=CC=C1)Br phenylbromide